methyl 4-(5-(3,3-difluorocyclobutane-1-carboxamido) pyridin-2-yl)-1-methyl-1H-1,2,3-triazole-5-carboxylate FC1(CC(C1)C(=O)NC=1C=CC(=NC1)C=1N=NN(C1C(=O)OC)C)F